OCCN(C([2H])([2H])[2H])C(NC(CCCCCCCCCC)=O)=NC(OC(C)(C)C)=O tert-butyl ((2-hydroxyethyl)(trideuteriomethyl)amino)(undecanamido)methylenecarbamate